C(C)(C)S(=O)(=O)C1=NN(C=C1C=1C(=NC(=NC1)N)N)C1CC1 (3-(isopropylsulfonyl)-1-cyclopropyl-1H-4-pyrazolyl)-2,4-diaminopyrimidine